C1(=CC=CC2=CC=CC=C12)C1=CC2=C(C3=CC=CC=C3C(=C2C=C1)C1=CC=CC=C1)C1=CC=CC2=C(C=CC=C12)[Si](C)(C)C 2-(1-naphthyl)-10-phenyl-9-(5-trimethylsilyl-1-naphthyl)anthracene